(3S)-3-(3-(((1-(1-(2,5-bis(trifluoromethyl)phenyl)ethyl)piperidin-4-yl)oxy)carbonyl)phenyl)-3-cyclopropylpropanoic acid FC(C1=C(C=C(C=C1)C(F)(F)F)C(C)N1CCC(CC1)OC(=O)C=1C=C(C=CC1)[C@@H](CC(=O)O)C1CC1)(F)F